ruthenium diacetate C(C)(=O)[O-].C(C)(=O)[O-].[Ru+2]